Cl.NC1=CC=C(C(=N1)C)CNC([C@H](C)NC(=O)[C@H]1CC2=C(CN1)SC1=C2C=CC=C1)=O (R)-N-((S)-1-(((6-amino-2-methylpyridin-3-yl)methyl)amino)-1-oxopropan-2-yl)-1,2,3,4-tetrahydrobenzo[4,5]thieno[2,3-c]pyridine-3-carboxamide hydrochloride